(R*,S*)-(±)-α-2-piperidinyl-2,8-bis(trifluoro-methyl)-4-quinolinemethanol N1[C@@H](CCCC1)[C@H](O)C1=CC(=NC2=C(C=CC=C12)C(F)(F)F)C(F)(F)F |r|